NC1=NC=NC=C1CNC(=O)[C@H]1N(C[C@@H](C1)O)C([C@H](C(C)(C)C)N1N=NC(=C1)C1CC1)=O (2S,4R)-N-[(4-aminopyrimidin-5-yl)methyl]-1-[(2S)-2-(4-cyclopropyltriazol-1-yl)-3,3-dimethyl-butanoyl]-4-hydroxy-pyrrolidine-2-carboxamide